2,4,6-tri-tert-butylphenylcarbamat C(C)(C)(C)C1=C(C(=CC(=C1)C(C)(C)C)C(C)(C)C)NC([O-])=O